COC(=O)[C@@H]1N([C@@H](C[C@@H]1N(CC1=CC=C(C=C1)OC)S(=O)(=O)N(C)C)C)C(=O)OCC1=CC=CC=C1 (2R,3S,5R)-3-((N,N-dimethylaminosulfonyl)(4-methoxybenzyl)amino)-5-methylPyrrolidine-1,2-dicarboxylic acid 1-benzyl ester 2-methyl ester